(1R,2S)-2-(3-[[3-(hydroxymethyl)-2H,3H-furo[2,3-c]pyridin-7-yl]amino]-1H-indazol-6-yl)-5'-methoxy-1'H-spiro[cyclopropan-1,3'-indol]-2'-one OCC1COC2=C(N=CC=C21)NC2=NNC1=CC(=CC=C21)[C@@H]2C[C@@]21C(NC2=CC=C(C=C12)OC)=O